[5-[3-Chloro-6-fluoro-2-[(E)-2-(4-fluorophenyl) vinyl] phenyl]-1,3-dimethyl-6-oxo-pyridazin-4-yl] 2-methylpropionate CC(C(=O)OC=1C(=NN(C(C1C1=C(C(=CC=C1F)Cl)\C=C\C1=CC=C(C=C1)F)=O)C)C)C